methyl (2S)-2-[4-chloro-2-(4-butoxy-4,5-dihydroisoxazol-3-yl)phenoxy]-3-methylbutanoate ClC1=CC(=C(O[C@H](C(=O)OC)C(C)C)C=C1)C1=NOCC1OCCCC